OCCCCCCOC1=CC=C(C=C1)C#CC1=CC=C(C(=O)OC2=C(C(=O)OCCCC)C=C(C=C2)OC(C2=CC=C(C=C2)I)=O)C=C1 butyl 2-[4-[2-[4-(6-hydroxyhexoxy)phenyl]ethynyl]-benzoyl]oxy-5-(4-iodobenzoyl)oxy-benzoate